(S)-11-chloro-4-ethyl-8-fluoro-4-hydroxy-10-(3-hydroxypropyl)-9-methyl-1,12-dihydro-14H-pyrano[3',4':6,7]indolizino[1,2-b]quinoline-3,14(4H)-dione ClC1=C2C(=NC=3C=C(C(=C(C13)CCCO)C)F)C1=CC3=C(C(N1C2)=O)COC([C@]3(O)CC)=O